CS(=O)(=O)OCCN1[C@@H](CC=2C1=NC=C(C2)C(F)(F)F)CS(=O)(=O)[O-] (S)-(1-(2-((methylsulfonyl)oxy)ethyl)-5-(trifluoromethyl)-2,3-dihydro-1H-pyrrolo[2,3-b]pyridin-2-yl)methylsulfonate